3-oxa-1,8-diazaspiro[4.5]decan-2-one N1C(OCC12CCNCC2)=O